3-amino-2,2-dimethylpropionate hydrochloride Cl.NCC(C(=O)O)(C)C